C(C1=CC=CC=C1)OC(=O)N1[C@H](OC([C@H]1[C@@H](C)CC)=O)C(C)(C)C (2R,4R)-4-[(2S)-butan-2-yl]-2-tert-butyl-5-oxo-1,3-oxazolidine-3-carboxylic acid benzyl ester